(S)-2,2'-((7-(2-hydroxypropyl)-1,4,7-triazonane-1,4-diyl)bis(methylene))diphenol O[C@H](CN1CCN(CCN(CC1)CC1=C(C=CC=C1)O)CC1=C(C=CC=C1)O)C